FC1=C(C(=CC(=C1)[N+](=O)[O-])[N+](=O)[O-])Cl 1-fluoro-2-chloro-3,5-dinitrobenzene